C(C)OC(=O)C1=CN2C(CC3=C(C2CC1=O)N=C(S3)COC)C(C)C 5-isopropyl-2-(methoxymethyl)-9-oxo-4,9,10,10a-tetrahydro-5H-thiazolo[4,5-a]Quinolizine-8-carboxylic acid ethyl ester